COC(OC)[SiH2]CCCS=C(N(C)C)SSSSC(N(C)C)=SCCC[SiH2]C(OC)OC dimethoxymethylsilylpropyl-N,N-dimethylthiocarbamoyltetrasulfide